N(=[N+]=[N-])[C@@H]1[C@@H]([C@H](CC1)OCC1=CC=CC=C1)O |o1:3,4,5| rel-(1s,2s,5s)-2-azido-5-(benzyloxy)cyclopentan-1-ol